(3E)-7-chloro-3-hepten-1-ol ClCCC/C=C/CCO